2-[(2S)-4-[7-(3-hydroxy-1-naphthyl)-2-[[(2R)-1-methylpyrrolidin-2-yl]methoxy]-6,8-dihydro-5H-pyrido[3,4-d]pyrimidin-4-yl]-1-prop-2-enoyl-piperazin-2-yl]acetonitrile OC=1C=C(C2=CC=CC=C2C1)N1CC=2N=C(N=C(C2CC1)N1C[C@@H](N(CC1)C(C=C)=O)CC#N)OC[C@@H]1N(CCC1)C